3-(1-Oxo-5-(((S)-1-((2-(prop-1-yn-1-yl)quinazolin-6-yl)methyl)pyrrolidin-3-yl)oxy)isoindolin-2-yl)piperidine-2,6-dione O=C1N(CC2=CC(=CC=C12)O[C@@H]1CN(CC1)CC=1C=C2C=NC(=NC2=CC1)C#CC)C1C(NC(CC1)=O)=O